5-chloro-2-[5-(difluoromethyl)-6-[(2S)-2-(hydroxymethyl)morpholin-4-yl]pyridazin-3-yl]-3-methyl-phenol ClC=1C=C(C(=C(C1)O)C=1N=NC(=C(C1)C(F)F)N1C[C@H](OCC1)CO)C